3-Bromo-1-ethylpyrazolo[3,4-d]pyrimidin-4-amine BrC1=NN(C2=NC=NC(=C21)N)CC